COC1=C(OCCNC(C2=CC=C(C=C2)NC2=CC=NC3=CC=C(C=C23)C(F)(F)F)=O)C=CC=C1 N-[2-(2-methoxyphenoxy)ethyl]-4-[(6-trifluoromethylquinolin-4-yl)amino]benzamide